C(C)(C)S(=O)(=O)C1=CC=C(C(=O)O)C=C1 4-isopropylsulfonylbenzoic acid